ClC=1C=CC=C2C=CC=C(C12)N1CC=2N=C(N=C(C2CC1)N1C[C@@H](N(CC1)C(C#C)=O)CC#N)OCC1(CC1)N1CCN(CC1)C (S)-2-(4-(7-(8-chloronaphthalen-1-yl)-2-((1-(4-methylpiperazin-1-yl)cyclopropyl)methoxy)-5,6,7,8-tetrahydropyrido[3,4-d]pyrimidin-4-yl)-1-propynoylpiperazin-2-yl)acetonitrile